NCC1=NC=CC(=C1)OC[C@@H]1CN(CC1)S(=O)(=O)C1=CC(=C(O[C@@H]2[C@H](CC=3C(=CC(=CC23)Cl)C#N)N(C)C)C=C1)C (1S,2S)-1-[4-[(3S)-3-([[2-(aminomethyl)pyridin-4-yl]oxy]methyl)pyrrolidine-1-sulfonyl]-2-methylphenoxy]-6-chloro-2-(dimethylamino)-2,3-dihydro-1H-indene-4-carbonitrile